C(C=C)[C@H]1N(CCC1)C1=C(C=C(C(=N1)C=1OC(=NN1)C(C(F)(F)F)(O)C1=CC(=C(C=C1)F)I)NC(OC(C)(C)C)=O)C(F)(F)F tert-Butyl N-[6-[(2S)-2-allylpyrrolidin-1-yl]-2-[5-[2,2,2-trifluoro-1-(4-fluoro-3-iodo-phenyl)-1-hydroxy-ethyl]-1,3,4-oxadiazol-2-yl]-5-(trifluoromethyl)-3-pyridyl]carbamate